(S)-2-((1-(5-(3,5-dimethylphenyl)-1,3,4-oxadiazol-2-yl)ethyl)carbamoyl)-4-methoxypyridin-3-yl ethyl carbonate C(OC=1C(=NC=CC1OC)C(N[C@@H](C)C=1OC(=NN1)C1=CC(=CC(=C1)C)C)=O)(OCC)=O